ClC1=NC(=CC(=C1)C1(CC(C1)C)C1=NN=CN1)OCC 2-chloro-6-ethoxy-4-(3-methyl-1-(4H-1,2,4-triazol-3-yl)cyclobutyl)pyridine